3-CYCLOPROPYLBUTANOIC ACID C1(CC1)C(CC(=O)O)C